7-bromo-2,4,8-trichloro-6-(trifluoromethyl)quinazoline BrC1=C(C=C2C(=NC(=NC2=C1Cl)Cl)Cl)C(F)(F)F